1-(3-(4-(Piperidin-4-yloxy)piperidine-1-carbonyl)phenyl)dihydropyrimidine-2,4(1H,3H)-dione N1CCC(CC1)OC1CCN(CC1)C(=O)C=1C=C(C=CC1)N1C(NC(CC1)=O)=O